Methyl (S)-3-(1,3-bis((benzyloxy)methyl)-2-selenoxo-2,3-dihydro-1H-imidazol-4-yl)-2-(dimethylamino)propanoate C(C1=CC=CC=C1)OCN1C(N(C(=C1)C[C@@H](C(=O)OC)N(C)C)COCC1=CC=CC=C1)=[Se]